(R)-4-(8-methyl-2-(piperazin-1-yl)-7,8-dihydro-1,6-naphthyridin-6(5H)-yl)pyrazolo[1,5-a]pyridine-7-carbonitrile C[C@@H]1CN(CC=2C=CC(=NC12)N1CCNCC1)C=1C=2N(C(=CC1)C#N)N=CC2